4-(1-Benzothiophen-2-yl)-4-methylpiperidine-1-carboxylic acid tert-butyl ester C(C)(C)(C)OC(=O)N1CCC(CC1)(C)C=1SC2=C(C1)C=CC=C2